ClC1=C(C=C(OCC(=O)NC23CC(C2)(C3)NC(=O)C=3C=C(C(=O)O)C=CN3)C=C1)F 2-((3-(2-(4-chloro-3-fluorophenoxy)acetamido)bicyclo[1.1.1]pentan-1-yl)carbamoyl)isonicotinic acid